C(C)OC(=O)C1=CSC=2N=CNC(C21)=O 4-oxo-3H,4H-thieno[2,3-d]pyrimidine-5-carboxylic acid ethyl ester